(7RS)-7-[2-(benzyloxy)ethyl]-2-bromo-6,7-dihydropyrazolo[1,5-a]pyrazin-4(5H)-one C(C1=CC=CC=C1)OCC[C@@H]1CNC(C=2N1N=C(C2)Br)=O |r|